3-(17,17-dimethyl-3,15-dioxo-5,8,11,16-tetraoxa-2,14-diazaoctadeca-1-yl)benzoic acid CC(OC(NCCOCCOCCOCC(NCC=1C=C(C(=O)O)C=CC1)=O)=O)(C)C